5-(cyclopropylmethyl)-4-(4-(difluoromethoxy)phenyl)-2-(4-methoxycyclohex-1-en-1-yl)-2,5-dihydro-3H-pyrrolo[3,2-c]pyridazin-3-one C1(CC1)CN1C=CC2=NN(C(C(=C21)C2=CC=C(C=C2)OC(F)F)=O)C2=CCC(CC2)OC